C(C)[C@@H]1N(C[C@H](N(C1)[C@H](CC)C1=CC=C(C=C1)C(F)(F)F)CC)C=1C2=C(N(C(N1)=O)C)C=CC(=N2)C#N 4-((2S,5R)-2,5-diethyl-4-((R)-1-(4-(trifluoromethyl)phenyl)propyl)piperazin-1-yl)-1-methyl-2-oxo-1,2-dihydropyrido[3,2-d]pyrimidine-6-carbonitrile